2'-chloro-5'-methoxy-6-methyl-N-(5-(5-(trifluoromethyl)picolinoyl)-5,6-dihydro-4H-pyrrolo[3,4-d]thiazol-2-yl)-[4,4'-bipyridine]-3-carboxamide ClC1=NC=C(C(=C1)C1=C(C=NC(=C1)C)C(=O)NC=1SC2=C(N1)CN(C2)C(C2=NC=C(C=C2)C(F)(F)F)=O)OC